(2S,4R)-4-hydroxy-N-[(1S)-1-[4-(2-methylpyrazol-3-yl)phenyl]ethyl]pyrrolidine-2-carboxamide hydrochloride Cl.O[C@@H]1C[C@H](NC1)C(=O)N[C@@H](C)C1=CC=C(C=C1)C=1N(N=CC1)C